6-(cyclopropanecarboxamido)-4-((3-fluoro-6-methyl-5,6-dihydrobenzo[h][1,6]naphthyridin-7-yl-5,5-d2)amino)-N-(methyl-d3)pyridazine-3-carboxamide C1(CC1)C(=O)NC1=CC(=C(N=N1)C(=O)NC([2H])([2H])[2H])NC1=CC=CC2=C1N(C(C=1C=C(C=NC21)F)([2H])[2H])C